NCC=1C=C(C=CC1)C=1C=C(C2=C(C(=CO2)COC2=C(C=CC=C2)CC(=O)OCC)C1)OC1=CC=CC=C1 ethyl 2-(2-((5-(3-(aminomethyl)phenyl)-7-phenoxybenzofuran-3-yl)methoxy)phenyl)acetate